FC(CN1C=NC(=C1)C1=NC(=NC=C1C(F)(F)F)N[C@H]1[C@@H](CN(CC1)S(=O)(=O)C)F)F 4-(1-(2,2-Difluoroethyl)-1H-imidazol-4-yl)-N-((3R,4R)-3-fluoro-1-(methylsulfonyl)piperidin-4-yl)-5-(trifluoromethyl)pyrimidin-2-amine